CO[Si](CCCCCCCC[SiH2]C(N(CC)CC)N(CC)CC)(OC)OC 1-trimethoxysilyl-8-bis(diethylamino)methylsilyloctane